O(C#N)C1=C(C=C(C=C1)C1(C2=CC=CC=C2C=2C=CC=CC12)C=1C=CC(=C(C1)C1=CC=CC=C1)OC#N)C1=CC=CC=C1 9,9-bis(2-cyanato-5-biphenylyl)fluoren